1,1-dimethylaminoethanol CNC(C)(O)NC